C1(=CC=CC=C1)C=1OCC(N1)C(CCC(=O)OC)=O 2-Phenyl-4-(3-carbomethoxypropionyl)-1,3-oxazolin